ClC=1C=CC2=C(N=CS2)C1 5-chlorobenzothiazol